3-(2-methylbutan-2-yl)oxolane-2,5-dione CC(C)(CC)C1C(OC(C1)=O)=O